BrC1=C2CC3=C(C(N(C3=C1)C1C(NC(CC1)=O)=O)=O)C=C2 3-(5-bromo-2-oxo-benzo[ctZ]indol-1-yl)piperidine-2,6-dione